FC1=C(C2=C(CCO2)C=C1NC1=NC(=CC(=N1)NC)C)N1C[C@@H]2[C@H](C1)CNC2 |r| N2-[6-fluoro-7-[rac-(3aS,6aR)-2,3,3a,4,6,6a-hexahydro-1H-pyrrolo[3,4-c]pyrrol-5-yl]-2,3-dihydrobenzofuran-5-yl]-N4,6-dimethyl-pyrimidine-2,4-diamine